CN1C(NC2=NC(=NC=C12)NC=1C(=CC=2N(C1)N=CN2)C)=O 7-methyl-2-((7-methyl-[1,2,4]Triazolo[1,5-a]pyridin-6-yl)amino)-7,9-dihydro-8H-purin-8-one